FC(C(F)(F)F)(F)C(=O)C methyl perfluoroethyl ketone